tert-butyl-4-(7-((3-((2,6-dimethylphenyl) amino)-1-methyl-1H-pyrazolo[3,4-d]pyrimidin-6-yl) amino)-1,2,3,4-tetrahydroisoquinoline-2-carbonyl)-4-fluoropiperidine-1-carboxylate C(C)(C)(C)OC(=O)N1CCC(CC1)(F)C(=O)N1CC2=CC(=CC=C2CC1)NC1=NC=C2C(=N1)N(N=C2NC2=C(C=CC=C2C)C)C